F[C@H]1CN(CC[C@H]1NC=1C=2N(C=CC1)C(=C(N2)C#CCNC2=C(C=C(C=C2)S(=O)(=O)C)OC)[C@H]2OC2)C N-((3S,4R)-3-fluoro-1-methylpiperidin-4-yl)-2-(3-((2-methoxy-4-(methylsulfonyl)phenyl)amino)prop-1-yn-1-yl)-3-((R)-oxiran-2-yl)imidazo[1,2-a]pyridin-8-amine